[Co](Br)Br.C(C)(C)(C)C=1C=C(C=C(C1OC)C(C)(C)C)C1=NC2=C3N=C(C=CC3=CC=C2C=C1)C1=CC(=C(C(=C1)C(C)(C)C)OC)C(C)(C)C 2,9-bis-(3,5-di-tert-butyl-4-methoxyphenyl)-1,10-phenanthroline cobalt dibromide